NC=1N=NC(=CC1NC1(CCN(CC1)C(=O)OCC1=CC=CC=C1)C(=O)O)Cl 4-((3-amino-6-chloropyridazin-4-yl)amino)-1-((benzyloxy)carbonyl)piperidine-4-carboxylic acid